S(=O)(=O)(OCC(CCCCCC)CCCC)[O-].[Na+] sodium 2-butyloctyl sulfate